C(C)(C)(C)OC(C(C)C=1C=NN(C1)C1=CC(=CC(=C1)C)F)=O.N1CC(C1)NS(=O)(=O)C1=CC(=C(C=C1)OCC)C=1NC(C2=C(N1)C(=NN2C)CCC)=O N-(azetidin-3-yl)-4-ethoxy-3-(1-methyl-7-oxo-3-propyl-6,7-dihydro-1H-pyrazolo[4,3-d]Pyrimidin-5-yl)benzenesulfonamide Tert-butyl-2-[1-(3-fluoro-5-methylphenyl)pyrazol-4-yl]propanoate